C(C)(C)C1C=CC(CC1)(C)SCCC[Si](OC)(OC)OC (3-((4-isopropyl-1-methylcyclohex-2-en-1-yl)thio)propyl)trimethoxysilane